2-diethoxyphosphorylacetonitrile C(C)OP(=O)(OCC)CC#N